pentaerythritol tetrakis(3-lauryl thiodipropionate) C(CCCCCCCCCCC)C(CC(=O)O)SCCC(=O)O.C(CCCCCCCCCCC)C(CC(=O)O)SCCC(=O)O.C(CCCCCCCCCCC)C(CC(=O)O)SCCC(=O)O.C(CCCCCCCCCCC)C(CC(=O)O)SCCC(=O)O.OCC(CO)(CO)CO